C(C)(C)(C)OOCCO[C@@H]1[C@]2(C)[C@@H](CC1)[C@@H]1CC[C@H]3C[C@H](CC[C@]3(C)[C@H]1CC2)O[Si](C)(C)C(C)(C)C 17β-(2-(tert-butylperoxy)-ethoxy)-3β-(tert-butyldimethylsilyloxy)-5α-androstane